[Si](C)(C)(C(C)(C)C)OC[C@@H]1[C@H](C[C@@H](O1)N1C=NC=2C(N=CN(C)C)=NC=NC12)O 5'-O-(tert-Butyldimethylsilyl)-N6-[(dimethylamino)methylene]-2'-deoxyadenosine